N[C@H]1[C@@H](CC(C2=CC(=CC=C12)Br)(C)C)O |r| rac-(1R,2R)-1-amino-6-bromo-4,4-dimethyl-1,2,3,4-tetrahydronaphthalen-2-ol